C(C)(C)(C)OC(=O)N[C@H](CC=1C=C2C(=NC(=NN2C1C=C)Cl)N(C(OC(C)(C)C)=O)CC=1OC=CC1)[C@H](C)F tert-butyl (6-((2R,3S)-2-((tert-butoxycarbonyl)amino)-3-fluorobutyl)-2-chloro-7-vinylpyrrolo[2,1-f][1,2,4]triazin-4-yl)(furan-2-ylmethyl)carbamate